N(=[N+]=[N-])CCCSC1=C2C(N(C(C2=CC=C1)=O)C1C(NC(CC1)=O)=O)=O 4-((3-azidopropyl)thio)-2-(2,6-dioxopiperidin-3-yl)isoindoline-1,3-dione